NC=1N=NC(=CC1N1N=CC(=C1)N1C[C@@H]2COC[C@@H](C1)N2C2CCC(CC2)C2=C1CCN(C1=CC=C2)C2C(NC(CC2)=O)=O)C2=C(C=CC=C2)O 3-[4-[4-[(1R,5R)-7-[1-[3-amino-6-(2-hydroxyphenyl)pyridazin-4-yl]pyrazol-4-yl]-3-oxa-7,9-diazabicyclo[3.3.1]nonan-9-yl]cyclohexyl]indolin-1-yl]piperidine-2,6-dione